C(=O)O.NC1CN(C1)C([C@@H](C)NC(C1=C(C=C(C=C1)NC=1C=2N(C=CN1)C(=CN2)C=2C(=NNC2)C(F)(F)F)Cl)=O)=O N-[(2R)-1-(3-aminoazetidin-1-yl)-1-oxopropan-2-yl]-2-chloro-4-[[3-[3-(trifluoromethyl)-1H-pyrazol-4-yl]imidazo[1,2-a]pyrazin-8-yl]amino]benzamide formate